(1S,3aR,6aS)-2-{1-[(benzyloxy)carbonyl]-4-methoxyindole-2-carbonyl}-hexahydro-1H-cyclopenta[c]pyrrole C(C1=CC=CC=C1)OC(=O)N1C(=CC2=C(C=CC=C12)OC)C(=O)N1C[C@@H]2[C@H](C1)CCC2